C(C=C)(=O)OC1=C(C=C(C=C1CC1=C(C(=CC(=C1)C)C(C)(C)C)O)C)C(C)(C)C 2-tertiary butyl-6-(3-tertiary butyl-2-hydroxy-5-methylbenzyl)-4-methylphenyl acrylate